N[C@]1([C@H](C1)CC(=O)N)C1=C(C=CC(=C1)F)OC ((1R,2R)-2-amino-2-(5-fluoro-2-methoxyphenyl)cyclopropyl)acetamide